4-(4-((4-(2-(2,6-dioxopiperidin-3-yl)-1,3-dioxoisoindolin-4-yl)piperazin-1-yl)methyl)piperidin-1-yl)-N-(2-(((S)-2-methylpyrrolidin-1-yl)methyl)-1H-benzo[d]imidazol-5-yl)benzamide O=C1NC(CCC1N1C(C2=CC=CC(=C2C1=O)N1CCN(CC1)CC1CCN(CC1)C1=CC=C(C(=O)NC2=CC3=C(NC(=N3)CN3[C@H](CCC3)C)C=C2)C=C1)=O)=O